ClC=1C=NC=C(C1C(F)F)C(F)(F)F 3-chloro-4-(difluoromethyl)-5-(trifluoromethyl)pyridine